C1(CC1)CS(=O)(=O)N[C@@H]1[C@H](N(C(C1)=O)C=1C=C2C=NN(C2=CC1)C1=CC=C(C=C1)F)C1=CC(=CC=C1)Cl |r| 1-cyclopropyl-N-[rac-(2R,3S)-2-(3-chlorophenyl)-1-[1-(4-fluorophenyl)indazol-5-yl]-5-oxo-pyrrolidin-3-yl]methanesulfonamide